3-(3-(tert-butoxy)-3-oxopropoxy)propanoic acid C(C)(C)(C)OC(CCOCCC(=O)O)=O